C(C1=CC=CC=C1)N1C(N(C(C1=CC1=CC(=C(C=C1)O)O)=O)C1=CC=C(C=C1)CC)=[Se] 1-benzyl-5-(3,4-dihydroxybenzylidene)-3-(4-ethylphenyl)-2-selenoxoimidazolidin-4-one